ClC=1N=CC=C2C1SC=C2S(=O)(=O)N2CCN(CC2)C(=O)OC(C)(C)C 1-Tert-butyl 4-(7-chlorothieno[2,3-c]pyridin-3-yl)sulfonylpiperazine-1-carboxylate